FC=1C=CC(=C(N(C)CC(=O)O)C1)[N+](=O)[O-] 2-(5-fluoro-N-methyl-2-nitro-anilino)acetic acid